(S)-6-{[(1-(bicyclo[1.1.1]pentan-1-yl)-1H-1,2,3-triazol-4-yl)(2-methyl-1-oxo-1,2-dihydroisoquinolin-5-yl)methyl]amino}-4-(neopentylamino)pyrido[3,4-d]pyrimidine-8-carbonitrile C12(CC(C1)C2)N2N=NC(=C2)[C@H](C2=C1C=CN(C(C1=CC=C2)=O)C)NC2=CC1=C(N=CN=C1NCC(C)(C)C)C(=N2)C#N